(5-hydroxy-6-methylpyrimidine-4-carbonyl)piperazin OC=1C(=NC=NC1C)C(=O)N1CCNCC1